O.N1=C(C=CC=C1)C(=O)O 2-PYRIDINECARBOXYLIC ACID, HYDRATE